FC1=CC=C(CC2=C(C=CC(=C2O)O)[N-]C(C)C)C=C1 2-(4-fluorobenzyl)-3-hydroxy-N-(4-hydroxyphenyl)-N-isopropylamide